C(CCC)B1O[C@H]2[C@@H]([C@H]([C@@H](O1)C2)C\C=C/CCCC(=O)OC(C)C)CC[C@H](CCC2=CC=CC=C2)O isopropyl (Z)-7-((1R,5S,6R,7R)-3-butyl-7-((R)-3-hydroxy-5-phenylpentyl)-2,4-dioxa-3-borabicyclo[3.2.1]octan-6-yl)hept-5-enoate